C(#N)C=1C=NN(C1C1=CC=C(C=C1)NC([C@@H](C)N1C(C2=CC=C(C=C2C=C1)F)=O)=O)C (R)-N-(4-(4-Cyano-1-methyl-1H-pyrazol-5-yl)phenyl)-2-(6-fluoro-1-oxoisoquinolin-2(1H)-yl)propanamide